ClC1=NC=CN=C1 2-Chloro-pyrazine